BrC1=CC=CN2C(=C(C=C12)CCC=O)CC(F)(F)F 3-(8-bromo-3-(2,2,2-trifluoroethyl)indolizin-2-yl)propanal